COC1=C(C=CC(=C1)C1=NN=CN1C)NC=1N=CC2=C(N1)C(=NC(=C2)C)NC2CCN(CC2)C N2-(2-methoxy-4-(4-methyl-4H-1,2,4-triazol-3-yl)phenyl)-6-methyl-N8-(1-methylpiperidin-4-yl)pyrido[3,4-d]pyrimidine-2,8-diamine